C(C)(C)(C)OC(=O)N1CCC(=CC1)C1=CC2=C(N(CCO2)C=2C(=NC(=CC2)OCC2=CC=CC=C2)OCC2=CC=CC=C2)C=C1 4-[4-(2,6-dibenzyloxy-3-pyridinyl)-2,3-dihydro-1,4-benzoxazin-7-yl]-3,6-dihydro-2H-pyridine-1-carboxylic acid tert-butyl ester